C(C)(C)(C)C1=C(OC2=C(C=C(C=C2)C2=NOC=N2)C(F)(F)F)C=CC=C1 3-(4-(2-(tert-butyl)phenoxy)-3-(trifluoromethyl)phenyl)-1,2,4-oxadiazol